COC1=CC=C(C=C1)C(=C(C1=CC=CC=C1)[N+](=O)[O-])C1=CC=C(OCCN2CCCC2)C=C1 1-[2-[4-[1-(4-methoxyphenyl)-2-nitro-2-phenylvinyl]phenoxy]ethyl]-pyrrolidine